N(=C=O)CCCCCCCC[Si](OCC)(OCC)C 8-isocyanatooctylmethyl-diethoxysilane